[Cl-].[Cl-].C(C)[Zr](C1C=C(C2=CC(=CC=C12)C)C)(C1C=CC=C1)CC diethylcyclopentadienyl-(3,5-dimethylindenyl)zirconium dichloride